C(C)(C)(C)OC(=O)NC1(CCN(CC1)C=1C=C(C2=C(N1)N(N=C2I)COCC[Si](C)(C)C)C(=O)OCC)C ethyl 6-(4-((tert-butoxycarbonyl) amino)-4-methylpiperidin-1-yl)-3-iodo-1-((2-(trimethylsilyl) ethoxy) methyl)-1H-pyrazolo[3,4-b]pyridine-4-carboxylate